O1COC2=C1C=CC(=C2)N(C(C2=CC(=CC=C2)N2N=C(C(=C2C)C#N)C)=O)C N-(1,3-benzodioxol-5-yl)-3-(4-cyano-3,5-dimethyl-pyrazol-1-yl)-N-methyl-benzamide